3,3-dimethyl-5-(5-(1,3,5-trimethyl-1H-pyrazol-4-yl)-1H-pyrrolo[2,3-b]pyridin-3-yl)isoindolin-1-one CC1(NC(C2=CC=C(C=C12)C1=CNC2=NC=C(C=C21)C=2C(=NN(C2C)C)C)=O)C